6-(4-((S)-4-((R)-3-Oxo-4-(trifluoromethyl)-3,5,6,7-tetrahydro-2H-cyclopenta[c]pyridazin-7-yl)morpholine-2-carbonyl)piperazin-1-yl)nicotinonitrile O=C1C(=C2C(=NN1)[C@@H](CC2)N2C[C@H](OCC2)C(=O)N2CCN(CC2)C2=NC=C(C#N)C=C2)C(F)(F)F